3-[6-(azetidin-3-yl)-1-methyl-indazol-3-yl]piperidine-2,6-dione N1CC(C1)C1=CC=C2C(=NN(C2=C1)C)C1C(NC(CC1)=O)=O